benzyl 2-(3-(3-ethoxy-3-oxopropyl)phenyl)-5,5-difluoro-7-hydroxy-2,6,6-trimethylheptanoate C(C)OC(CCC=1C=C(C=CC1)C(C(=O)OCC1=CC=CC=C1)(CCC(C(CO)(C)C)(F)F)C)=O